COC=1C=C(CN(C2=CC(=CC=C2)COCCOCC2=CC(=CC=C2)OC)CC2=CC=C(C=C2)N2CCN(CC2)C)C=CC1 N-(3-methoxybenzyl)-3-((2-(3-methoxybenzyloxy)ethoxy)methyl)-N-(4-(4-methylpiperazin-1-yl)benzyl)aniline